FC(C1=NNC(=C1)C(F)F)F 3,5-bis(difluoromethyl)-1H-pyrazole